5-(2-(((1r,4r)-1-ethyl-4-hydroxycyclohexyl)amino)-2-oxoacetyl)-N-(4-fluoro-3-methylphenyl)-1,2,4-trimethyl-1H-pyrrole-3-carboxamide C(C)C1(CCC(CC1)O)NC(C(=O)C1=C(C(=C(N1C)C)C(=O)NC1=CC(=C(C=C1)F)C)C)=O